BrC=1C=CC=C2C=C(NC12)C 7-bromo-2-methyl-1H-indole